N-(2-iodophenyl)-5-methoxy-1-methyl-6-oxo-2-(1-phenyl-2,3-dihydro-1H-isoindol-2-yl)-1,6-dihydropyrimidine-4-carboxamide IC1=C(C=CC=C1)NC(=O)C=1N=C(N(C(C1OC)=O)C)N1C(C2=CC=CC=C2C1)C1=CC=CC=C1